(E)-4-{2-[3-(tert-butoxy)-3-oxoprop-1-en-1-yl]phenyl}-2,6-dimethyl-1,4-dihydropyridine-3,5-dicarboxylic acid ethyl ester C(C)OC(=O)C1=C(NC(=C(C1C1=C(C=CC=C1)\C=C\C(=O)OC(C)(C)C)C(=O)O)C)C